FC(C1=C(C=CC=C1)/C=C/C(=O)N1COCC1)(F)F (E)-3-(3-(2-trifluoromethylphenyl)acryloyl)oxazolidine